amino-N,N-dimethyl-[2,3'-bipyridine]-5-Formamide NC=1C(=NC=C(C1)C(=O)N(C)C)C=1C=NC=CC1